NC1=NC=NN2C1=C(C=C2C2CCC(CC2)N2CCN(CC2)CC2CN(C2)C=2C=C1C(N(C(C1=CC2)=O)C2C(NC(CC2)=O)=O)=O)C2=CC=C(C=C2)OC2=CC=CC=C2 5-(3-((4-((1r,4r)-4-(4-amino-5-(4-phenoxyphenyl)pyrrolo[2,1-f][1,2,4]triazin-7-yl)cyclohexyl)piperazin-1-yl)methyl)azetidin-1-yl)-2-(2,6-dioxopiperidin-3-yl)isoindoline-1,3-dione